butandiol bis(3-mercaptoisobutyrate) SCC(C(=O)OC(CCC)OC(C(CS)C)=O)C